2-cyclohexyl-N-(2-(trifluoromethyl)benzyl)ethanamine hydrochloride Cl.C1(CCCCC1)CCNCC1=C(C=CC=C1)C(F)(F)F